2-(2,2-difluorocyclopropoxy)ethane-1-ol FC1(C(C1)OCCO)F